FC1=C(C=CC(=C1)S(F)(F)(F)(F)F)NC(CI)=O N-(2-fluoro-4-(pentafluoro-λ6-sulfaneyl)phenyl)-2-iodoacetamide